terpinyl benzoate C(C1=CC=CC=C1)(=O)O.C12(C(CCC(C1(C)C)C2)C)C21C(CCC(C2(C)C)C1)(C)C12C(CCC(C1(C)C)C2)C